N-((1-((2-(3,5-dichlorophenyl)-6-((6-(piperazin-1-yl)pyridin-3-yl)oxy)pyridin-4-yl)methyl)-4-hydroxy-piperidin-4-yl)methyl)acetamide ClC=1C=C(C=C(C1)Cl)C1=NC(=CC(=C1)CN1CCC(CC1)(O)CNC(C)=O)OC=1C=NC(=CC1)N1CCNCC1